((6-(5-fluoro-2-((1-methyl-1,2,3,4-tetrahydroquinolin-6-yl)amino)-6-cyclopropyl-7H-pyrrolo[2,3-d]pyrimidin-7-yl)pyridin-2-yl)imino)dimethyl-λ6-sulfanone FC1=C(N(C=2N=C(N=CC21)NC=2C=C1CCCN(C1=CC2)C)C2=CC=CC(=N2)N=S(=O)(C)C)C2CC2